C(CCCCCCCCCCC)[Sn](CCCCCCCCCCCC)=O dilauryltin oxide